4-(1-methyl-1H-pyrazol-4-yl)-6-(piperidin-4-yl)-N-(3-(trifluoromethyl)phenyl)-1,3,5-triazin-2-amine CN1N=CC(=C1)C1=NC(=NC(=N1)C1CCNCC1)NC1=CC(=CC=C1)C(F)(F)F